Benzyloxymethylphosphoryl dichloride C(C1=CC=CC=C1)OCP(=O)(Cl)Cl